FC(C[SiH](OCC)OCC)(F)F trifluoroethyl-diethoxysilane